(2R,3R)-2-(2,4-difluorophenyl)-3-amino-1-(1H-1,2,4-triazole-1-yl)-butane FC1=C(C=CC(=C1)F)[C@H](CN1N=CN=C1)[C@@H](C)N